BrC=1N=C2C(=NC1)N(C=C2C=2CN(CC2)C(=O)OC(C)(C)C)COCC[Si](C)(C)C tert-butyl 3-[2-bromo-5-(2-trimethylsilylethoxymethyl)pyrrolo[2,3-b]pyrazin-7-yl]-2,5-dihydropyrrole-1-carboxylate